[Ni].[B].[Cu].[Fe] iron-copper-boron-nickel